1,6-diisocyanatohexanen N(=C=O)C=CCCCCN=C=O